CC1=C(C=CC=C1C)C1=C(C=C2C(=N1)C(=NN2)C=2C=NC(=CC2)F)OC 5-(2,3-dimethylphenyl)-3-(6-fluoropyridin-3-yl)-6-methoxy-1H-pyrazolo[4,3-b]pyridine